ClC=1C=C2C(=NC(=NC2=C(C1C1=CC=CC2=C1N=C(S2)N)F)OC[C@@]21CCCN1C[C@@H](C2)F)N2CCNCC2 4-(6-chloro-8-fluoro-2-(((2R,7aR)-2-fluorotetrahydro-1H-pyrrolizin-7a(5H)-yl)methoxy)-4-(piperazin-1-yl)quinazolin-7-yl)benzo[d]thiazol-2-amine